2-(5-{[(2R,4S)-2-(Hydroxymethyl)piperidin-4-yl](methyl)amino}[1,3]thiazolo[5,4-d][1,3]thiazol-2-yl)-5-(1H-pyrazol-4-yl)phenol OC[C@@H]1NCC[C@@H](C1)N(C=1SC2=C(N1)SC(=N2)C2=C(C=C(C=C2)C=2C=NNC2)O)C